Cl.Cl.Cl.C(N)(O)=O carbamate trihydrochloride